C(C)N(CC)C(=C(N(CC)CC)N(CC)CC)[SiH3] tris(diethylamino)vinylsilane